Benzyl 3-(4-fluoro-2-(methoxymethoxy) phenyl)-3-hydroxypyrrolidone-1-carboxylate FC1=CC(=C(C=C1)C1(C(N(CC1)C(=O)OCC1=CC=CC=C1)=O)O)OCOC